C(CCC)C(C(=O)O)(O)C.C(C(O)C)(=O)OCCCC n-butyl lactate (n-Butyl Lactat)